C(C)(C)C=1C(C=CC1)(C)[Y](C1(C(=CC=C1)C(C)C)C)C1(C(=CC=C1)C(C)C)C Tris(isopropyl-methyl-cyclopentadienyl)yttrium(III)